FC1(CCC(CC1)(N1CCN(CC1)C(CC)=O)C1=CC=C(C=C1)[C@H](C)NC1=NC=C2C=CC(N(C2=C1)C(C)C)=O)F 7-{[(1S)-1-{4-[4,4-difluoro-1-(4-propanoylpiperazin-1-yl)cyclohexyl]phenyl}ethyl]amino}-1-(propan-2-yl)-1,6-naphthyridin-2(1H)-one